OC(C(=O)N1CC2=C(CCC1)N=C(NC2=O)C2(CC2)C2=CC(=CC=C2)C(C)C)C=2C=C(C=CC2)C2=CC(=CC=C2)OC(F)(F)F 6-(2-hydroxy-2-(3'-(trifluoromethoxy)-[1,1'-biphenyl]-3-yl)acetyl)-2-(1-(3-isopropylphenyl)cyclopropyl)-3,5,6,7,8,9-hexahydro-4H-pyrimido[5,4-c]azepin-4-one